N-(6-((4-(aminomethyl)-1H-pyrazol-1-yl)methyl)-4-methoxybenzo[d]isoxazol-3-yl)-5-ethyl-2-((4-fluorobenzyl)oxy)benzenesulfonamide hydrochloride Cl.NCC=1C=NN(C1)CC1=CC2=C(C(=NO2)NS(=O)(=O)C2=C(C=CC(=C2)CC)OCC2=CC=C(C=C2)F)C(=C1)OC